N-((4,4-difluorocyclohexyl)methyl)-5-(3-methylimidazo[1,2-b]pyridazin-6-yl)-7H-pyrrolo[2,3-d]pyrimidin-2-amine FC1(CCC(CC1)CNC=1N=CC2=C(N1)NC=C2C=2C=CC=1N(N2)C(=CN1)C)F